C(C)(C)(C)C1=CC=C(C(=O)NC2=C(OC3=C2C=C(C=C3)C=3C=NN(C3)C3=CC=C(C=C3)C#N)C(=O)O)C=C1 3-(4-(tert-butyl)benzoylamino)-5-(1-(4-cyanophenyl)-1H-pyrazol-4-yl)benzofuran-2-carboxylic acid